CN(CCOC=1OC(=C(N1)C(=O)NC1=CC(=C(C=C1)C)NC1=NC=CC=C1C1=C2N=CN(C2=NC=N1)C1OCCCC1)C1=CC=C(C=C1)F)C 2-[2-(dimethylamino)ethoxy]-5-(4-fluorophenyl)-N-[4-methyl-3-[[3-(9-tetrahydropyran-2-ylpurin-6-yl)-2-pyridyl]amino]phenyl]oxazole-4-carboxamide